FC=1C(=C(C=CC1F)[C@@H]1[C@@H](C(O[C@@H]1CO)=O)C)OC (3s,4s,5s)-4-(3,4-difluoro-2-methoxy-phenyl)-5-(hydroxymethyl)-3-methyl-tetrahydrofuran-2-one